(6R,12R)-17-amino-12-methyl-6,15-bis(trifluoromethyl)-13,19-dioxa-3,4,18-triazatricyclo[12.3.1.12,5]nonadec-1(18),2,4,14,16-pentaene-6,9-diol NC1=CC(=C2O[C@@H](CCC(CC[C@](C3=NN=C(C1=N2)O3)(O)C(F)(F)F)O)C)C(F)(F)F